CC1=C(C(=O)C=2C=NC3=CC(=CC=C3C2OC2=CC=C(C=C2)/C=C/C(=O)O)O)C=CC(=C1)C (E)-3-(4-((3-(2,4-dimethylbenzoyl)-7-hydroxyquinolin-4-yl)oxy)phenyl)acrylic acid